(S)-6-ethyl-N-((S)-1-(5-(isoquinolin-6-yl)-1H-imidazol-2-yl)-7-oxononyl)-6-azaspiro[2.5]octane-1-carboxamide C(C)N1CCC2(C[C@@H]2C(=O)N[C@@H](CCCCCC(CC)=O)C=2NC(=CN2)C=2C=C3C=CN=CC3=CC2)CC1